Cl.C(C)(C)C1=C(C=C(C=C1)N)OC 4-Isopropyl-3-methoxy-phenylamine HCl salt